COC1=CC=C(C=C1)C=1C(NC2=NC(=CC=C2C1)NCC(F)(F)F)=O 3-(4-methoxyphenyl)-7-(2,2,2-trifluoroethylamino)-1,8-naphthyridin-2(1H)-one